C(C1=CC=CC=C1)OCCC(O[Si](C1=CC=CC=C1)(C1=CC=CC=C1)C(C)(C)C)C1(CC1)S(=O)(=O)NC(OC(C)(C)C)=O tert-butyl N-[1-[3-benzyloxy-1-[tert-butyl(diphenyl)silyl]oxy-propyl]cyclopropyl]sulfonylcarbamate